O1CC(CC1)S(=O)(=O)C#CC=1C=C(OC2=C(N=NN2)C(=O)O)C=CC1 5-(3-(((tetrahydrofuran-3-yl)sulfonyl)ethynyl)phenoxy)-1H-1,2,3-triazole-4-carboxylic acid